N-[4-(benzyloxy)phenyl]-5-(4-cyano-5-methoxy-2-{[(3S)-3-(morpholin-4-ylmethyl)-3,4-dihydroisoquinolin-2(1H)-yl]carbonyl}phenyl)-1,2-dimethyl-1H-pyrrole-3-carboxamide C(C1=CC=CC=C1)OC1=CC=C(C=C1)NC(=O)C1=C(N(C(=C1)C1=C(C=C(C(=C1)OC)C#N)C(=O)N1CC2=CC=CC=C2C[C@H]1CN1CCOCC1)C)C